N-(5-methoxy-2-formylphenyl)formamide COC=1C=CC(=C(C1)NC=O)C=O